ClC1=C(C(=O)N2C[C@H](N(CC2)C2=CC=C(C(=C2C(=O)NCCNC)F)C=2C(=NC=CC2)OCC)CC)C=CC(=C1)Cl 6-[(2R)-4-(2,4-dichlorobenzoyl)-2-ethylpiperazin-1-yl]-3-(2-ethoxypyridin-3-yl)-2-fluoro-N-[2-(methylamino)ethyl]benzamide